2-Chloro-5-fluoro-6-((1-methyl-2-oxo-2,3-dihydro-1H-benzo[d]imidazol-5-yl)amino)nicotinonitrile ClC1=C(C#N)C=C(C(=N1)NC1=CC2=C(N(C(N2)=O)C)C=C1)F